1-methyl-5-((R)-3-methylmorpholinyl)-3-(1-(tetrahydro-2H-pyran-2-yl)-1H-pyrazol-3-yl)-1H-pyrazolo[4,3-b]pyridine-7-carboxylate CN1N=C(C2=NC(=CC(=C21)C(=O)[O-])N2[C@@H](COCC2)C)C2=NN(C=C2)C2OCCCC2